C(C)OC(CCC(NCCCOCCOCCOCCCNC(=O)C1=CC=C(C=C1)CN1C2=NC(=NC(=C2N=C1O)N)OCCCC)=O)=O 1-(4-((6-amino-2-butoxy-8-hydroxy-9H-purin-9-yl)methyl)phenyl)-1,17-dioxo-6,9,12-trioxa-2,16-diazaeicosane-20-oic acid ethyl ester